C1=CC=C(C=C1)CO[C@H]2[C@@H]([C@H]([C@@H]([C@H](O2)CO)O)O)O The molecule is a beta-D-glucoside that is beta-D-glucopyranose in which the hydroxy group at position 1R is substituted by a benzyloxy group. It has a role as a plant metabolite. It is a beta-D-glucoside and a member of benzenes.